C1[C@@H]([C@H](O[C@H]1N2C=CC(=O)NC2=O)CO)N=[N+]=[N-] Azidouridine